N-(1-Cyanocyclopropyl)-9-(5-(difluoromethyl)-1,3,4-thiadiazol-2-yl)-4-((3S,5R)-4-isobutyryl-3,5-dimethylpiperazin-1-yl)-9H-pyrimido[4,5-b]indole-7-sulfonamide C(#N)C1(CC1)NS(=O)(=O)C1=CC=C2C3=C(N(C2=C1)C=1SC(=NN1)C(F)F)N=CN=C3N3C[C@@H](N([C@@H](C3)C)C(C(C)C)=O)C